O=C1NC(CC[C@H]1OC1=CC=C(C=C1)N1CCN(CC1)C(=O)OC(C)(C)C)=O |r| tert-butyl 4-[4-[[(3RS)-2,6-dioxo-3-piperidyl]oxy]phenyl]piperazine-1-carboxylate